Methyl((S)-((9H-fluoren-9-yl)oxy)(phenyl)phosphoryl)-D-leucyl-D-leucinate CN([C@H](CC(C)C)C(=O)N[C@H](CC(C)C)C(=O)[O-])[P@](=O)(C1=CC=CC=C1)OC1C2=CC=CC=C2C=2C=CC=CC12